(R)-1-methyl-N-(5-(3-(methyl-d3)-1,2,4-oxadiazol-5-yl)-2,3-dihydro-1H-inden-1-yl)-1H-pyrazole-5-carboxamide CN1N=CC=C1C(=O)N[C@@H]1CCC2=CC(=CC=C12)C1=NC(=NO1)C([2H])([2H])[2H]